(2,2-dimethyl-1,3-propanediol) hydrochloride Cl.CC(CO)(CO)C